4-amino-1-((2R,4S,5R)-4-(benzyloxy)-5-((benzyloxy)methyl)-5-methyltetrahydrofuran-2-yl)-5-chloropyrimidin-2(1H)-one NC1=NC(N(C=C1Cl)[C@@H]1O[C@]([C@H](C1)OCC1=CC=CC=C1)(C)COCC1=CC=CC=C1)=O